C(C)C=1N=C2N(C=C(C=N2)C(F)(F)F)C1C(=O)C1=CC(=C(C=C1)O)C(F)(F)F (2-ethyl-6-(trifluoromethyl)imidazo[1,2-a]pyrimidin-3-yl)(4-hydroxy-3-(trifluoromethyl)phenyl)methanone